C1(=CC=CC=C1)C1=CC(=NC=C1)NC(OC1=CC=CC=C1)=O phenyl (4-phenylpyridin-2-yl)carbamate